C1(=CC=CC=C1)C=1C=C2C(=NC1)NC(=N2)C2CN(CC2)C#N 3-(6-Phenyl-3H-imidazo[4,5-b]pyridin-2-yl)pyrrolidine-1-carbonitrile